methanesulfonic acid palladium [Pd].CS(=O)(=O)O